Tert-butyl 4-((4-(4-carbamoylthiazol-2-yl)-5-(trifluoromethyl)pyrimidin-2-yl)amino)piperidine-1-carboxylate C(N)(=O)C=1N=C(SC1)C1=NC(=NC=C1C(F)(F)F)NC1CCN(CC1)C(=O)OC(C)(C)C